N-(4-bromo-2,5-difluorophenyl)-6-methyl-4,5,6,7-tetrahydro-1H-pyrrolo[2,3-c]pyridine-3-sulfonamide BrC1=CC(=C(C=C1F)NS(=O)(=O)C1=CNC=2CN(CCC21)C)F